methyl 9-(5-(chlorocarbonyl)-2-(difluoromethoxy)phenoxy)-nonanoate ClC(=O)C=1C=CC(=C(OCCCCCCCCC(=O)OC)C1)OC(F)F